((2-(((S)-1-((S)-2-((4-bromophenyl)(3-(dimethylamino)-3-oxopropyl)carbamoyl)pyrrolidin-1-yl)-3,3-dimethyl-1-oxobutan-2-yl)carbamoyl)benzo[b]thiophen-5-yl)difluoromethyl)phosphonic acid BrC1=CC=C(C=C1)N(C(=O)[C@H]1N(CCC1)C([C@H](C(C)(C)C)NC(=O)C1=CC2=C(S1)C=CC(=C2)C(F)(F)P(O)(O)=O)=O)CCC(=O)N(C)C